C(C=CC1=CC=CC=C1)(=O)OCC1(CC=C(C(=C1)C(C)(C)C)O)C(C)(C)C 1,5-di-tert-butyl-4-hydroxybenzyl cinnamate